C1(=CC=CC=C1)CC(=O)C1CC2(C1)CCC2 2-phenyl-1-(spiro[3.3]heptan-2-yl)ethanone